BrC=1C(=C(C=CC1)NC(=O)C=1N(C2=C(CNCC2)N1)C)Cl N-(3-bromo-2-chlorophenyl)-1-methyl-4,5,6,7-tetrahydro-1H-imidazo[4,5-c]pyridine-2-formamide